BrC1=C(OC2(CC2)C(=O)N)C=C(C=C1)C 1-(2-bromo-5-methylphenoxy)cyclopropane-1-carboxamide